C(OC1=CC=C(C=C1)[N+](=O)[O-])([O-])=O (R)-(4-Nitrophenyl) carbonate